ClC=1C(=C(C=NC1)N)C 5-chloro-4-methyl-pyridin-3-amine